FC1=CC=C(CNCC2=NC(=NO2)C2=CN=C3N2N=C(C=C3)N(C)C=3C=C2C=NNC2=CC3)C=C1 3-{5-{[(4-fluorobenzyl)amino]methyl}-1,2,4-oxadiazol-3-yl}-N-(1H-indazol-5-yl)-N-methylimidazo[1,2-b]pyridazin-6-amine